N1(CCCC1)[Al](C)C (pyrrolidinyl)(dimethyl)aluminum